(R)-3-[4-(4-morpholin-4-ylmethyl-benzyloxy)-1-oxo-1,3-dihydro-isoindol-2-yl]piperidine-2,6-dione N1(CCOCC1)CC1=CC=C(COC2=C3CN(C(C3=CC=C2)=O)[C@H]2C(NC(CC2)=O)=O)C=C1